Tetrabutyl-Ammonium Acetate C(C)(=O)[O-].C(CCC)[N+](CCCC)(CCCC)CCCC